2,2-bis(4-hydroxypropoxyphenyl)propane OCCCOC1=CC=C(C=C1)C(C)(C)C1=CC=C(C=C1)OCCCO